C(=O)C=1OC=CC1 monoformyl-furan